Methyl O-methyl-N-(2-((S)-5-oxo-1-(2,3,5-trifluorobenzyl)pyrrolidin-2-yl)acetyl)-L-threonyl-L-valinate CO[C@@H]([C@H](NC(C[C@H]1N(C(CC1)=O)CC1=C(C(=CC(=C1)F)F)F)=O)C(=O)N[C@@H](C(C)C)C(=O)OC)C